4-(2-(4-((1H-1,2,4-triazol-1-yl)methyl)-1H-1,2,3-triazol-1-yl)ethyl)aniline N1(N=CN=C1)CC=1N=NN(C1)CCC1=CC=C(N)C=C1